C(=C)OC(C)(C)CC tert-pentyl vinyl ether